C(C1=CC=CC=C1)N1CCCC1 N-benzyl-tetrahydropyrrole